1-propylethylamine C(CC)C(C)N